9-acetyl-3,6-diiodocarbazole C(C)(=O)N1C2=CC=C(C=C2C=2C=C(C=CC12)I)I